[Sb].[Zn].NCC1CCN(CC1)C1=CC2=C(CC(O2)(C)C)C=C1NC(=O)C=1N=C(OC1)C1=CC(=NC=C1)N N-(6-(4-(aminomethyl)piperidin-1-yl)-2,2-dimethyl-2,3-dihydrobenzofuran-5-yl)-2-(2-aminopyridin-4-yl)oxazole-4-carboxamide Zinc-Antimony